COC(C(C)(N1C[C@@H](O[C@@H](C1)C)C)NC=1C(=NC=C(C1)Br)N)=O ((2-amino-5-bromopyridin-3-yl)amino)-2-((2S,6R)-2,6-dimethylmorpholinyl)propanoic acid methyl ester